(R)-N-((3-chloro-5-cyano-4-(((R)-4-(3-fluoroazetidin-1-yl)-1-((4-fluorophenyl)thio)butan-2-yl)oxy)phenyl)sulfonyl)-2-methyltetrahydro-2H-pyran-2-carboxamide ClC=1C=C(C=C(C1O[C@@H](CSC1=CC=C(C=C1)F)CCN1CC(C1)F)C#N)S(=O)(=O)NC(=O)[C@@]1(OCCCC1)C